FC1=C(C=CC(=C1)F)C1(OC(=C(C1=O)OC(C)=O)N)C 2-(2,4-difluorophenyl)-2-methyl-4-acetoxy-5-amino-3(2H)-furanone